NCC=1C=NC(=NC1)C1=C(C=C(C#N)C=C1)OC=1N(N=C(C1)C=1N=C(N(C1)C)C)C 4-[5-(aminomethyl)pyrimidin-2-yl]-3-[5-(1,2-dimethylimidazol-4-yl)-2-methylpyrazol-3-yl]oxybenzonitrile